C(CCCCCCCCC)N(C(CCCCCCCCC(CCCCCCCCC(=O)N(CCCCCCCCCC)CCCCCCCCCC)=O)=O)CCCCCCCCCC N1,N1,N19,N19-tetrakis(decyl)-10-oxononadecanediamide